OC1(CCCC1)COC(NS(=O)(=O)C=1SC(=CC1C1=CC(=C(C=C1)CN1C(=NC=C1)C)F)CC(C)C)=O (1-Hydroxycyclopentyl)methyl-(3-(3-fluoro-4-((2-methyl-1H-imidazol-1-yl)methyl)-phenyl)-5-isobutylthiophen-2-yl)sulfonylcarbamate